[2-(aminomethyl)-3,3-difluoro-allyl]-4-[3-fluoro-4-[6-(trifluoromethyl)-3-pyridinyl]phenyl]-1,2,4-triazol-3-one trifluoroacetate salt FC(C(=O)O)(F)F.NCC(CC=1N(C(NN1)=O)C1=CC(=C(C=C1)C=1C=NC(=CC1)C(F)(F)F)F)=C(F)F